C(=C)OC(CCCCl)=O 4-chloro-butyric vinylester